Methyl (2R)-2-{[(1,2,3,5,6,7-hexahydro-s-indacen-4-yl)carbamoyl]amino}-3-[3-(1H-pyrazol-3-yl)phenyl]propanoate C1CCC2=C(C=3CCCC3C=C12)NC(=O)N[C@@H](C(=O)OC)CC1=CC(=CC=C1)C1=NNC=C1